(6-{[(2R,5R)-5-(hydroxymethyl)-2-isopropyl-1-methyl-3-oxo-1,2,3,4,5,6-hexahydro-1,4-benzodiazocin-9-yloxy]methyl}-3-pyridyl)methyl 2-methyl-2-propanecarbamate CC(C)(C)NC(=O)OCC=1C=NC(=CC1)COC1=CC2=C(C[C@@H](NC([C@H](N2C)C(C)C)=O)CO)C=C1